4-(Benzylmethoxy)-3-hydroxybenzaldehyde C(C1=CC=CC=C1)COC1=C(C=C(C=O)C=C1)O